2-(3,5-difluorophenyl)-1-(2-hydroxy-5-tetrahydropyran-2-yloxy-phenyl)ethanone FC=1C=C(C=C(C1)F)CC(=O)C1=C(C=CC(=C1)OC1OCCCC1)O